CN(C1=CC=C(\C=C/2\C(N(C(C2)=O)CCCCCCC(=O)[O-])=O)C=C1)C (E)-7-(3-(4-dimethylaminobenzylidene)-2,5-dioxopyrrolidinyl)heptanoate